NCCC=1C=CC(=NC1)C1=C(OC2=CC(=NN2C)N(CC)CC(F)F)C=C(C=C1)F 5-[2-[5-(2-aminoethyl)pyridin-2-yl]-5-fluorophenoxy]-N-(2,2-difluoroethyl)-N-ethyl-1-methylpyrazole-3-amine